3-benzyloxy-5-[(2,4-difluorophenyl)methylcarbamoyl]-1-(7,8-difluoro-2,3,4,5-tetrahydro-1,5-benzoxazepin-3-yl)-4-oxo-pyridine-2-carboxylic acid methyl ester COC(=O)C=1N(C=C(C(C1OCC1=CC=CC=C1)=O)C(NCC1=C(C=C(C=C1)F)F)=O)C1COC2=C(NC1)C=C(C(=C2)F)F